FC1=C(C(=O)N)C(=CC=C1C(F)(F)F)OC1=C(C=C(C=C1)OC(F)(F)F)OC 2-fluoro-6-(2-methoxy-4-(trifluoromethoxy)phenoxy)-3-(trifluoromethyl)benzamide